BrC1=CC(=C2C=NN(C2=C1)C)C=1NC=C(N1)C1=CC(=NN1CC)C 6-bromo-4-[4-(1-ethyl-3-methyl-1H-pyrazol-5-yl)-1H-imidazol-2-yl]-1-methyl-1H-indazole